COC1(C(C(C1)N)(C)C)C 3-methoxy-2,2,3-trimethylcyclobutan-1-amine